C1(CC1)NC=1C=C(C=2N(N1)C(=NN2)C2CC2)NCC2=NC=CC=C2 N6,3-dicyclopropyl-N8-(pyridin-2-ylmethyl)-[1,2,4]triazolo[4,3-b]pyridazine-6,8-diamine